2'-chloro-4-[(3,5-difluoropyridin-2-yl)methoxy]-5'-methoxy-6-methyl-[1,4'-bipyridin]-2-one ClC1=NC=C(C(=C1)N1C(C=C(C=C1C)OCC1=NC=C(C=C1F)F)=O)OC